4-((2-Methyl-4-phenylthiazol-5-yl)oxy)-N-(1H-pyrazol-4-yl)pyridin-2-amine CC=1SC(=C(N1)C1=CC=CC=C1)OC1=CC(=NC=C1)NC=1C=NNC1